FC1=C(CNC(=O)C=2CC=C3N(N4CCCCN(C3)C4)C2)C(=CC(=C1)F)F N-(2,4,6-trifluorobenzyl)-2,3,4,5,7,9-hexahydro-1,6-methanopyrido[1,2-b][1,2,5]triazonine-10-carboxamide